4-((2S,3S,4R,5R)-3-(3,4-difluoro-2-(methoxy-d3)phenyl)-4,5-dimethyl-5-(trifluoromethyl)tetrahydrofuran-2-carboxamido)picolinamide FC=1C(=C(C=CC1F)[C@H]1[C@H](O[C@]([C@@H]1C)(C(F)(F)F)C)C(=O)NC1=CC(=NC=C1)C(=O)N)OC([2H])([2H])[2H]